O=C1NC(CCC1NC(=O)C1=CC=C(C=N1)N1CCC(CC1)C1CCNCC1)=O 1'-(6-((2,6-dioxopiperidin-3-yl)carbamoyl)pyridin-3-yl)-[4,4'-bipiperidine]